(1S,2S)-N-(5-(5-ethyl-6,7-difluoro-1H-indazol-4-yl)pyrazolo[1,5-a]pyrimidin-2-yl)-2-fluorocyclopropane-1-carboxamide C(C)C=1C(=C2C=NNC2=C(C1F)F)C1=NC=2N(C=C1)N=C(C2)NC(=O)[C@H]2[C@H](C2)F